N-methyl-N-(2-((2-((4-(4-methylpiperazin-1-yl)phenyl)amino)-7H-pyrrolo[2,3-d]pyrimidin-4-yl)amino)phenyl)methanesulfonamide CN(S(=O)(=O)C)C1=C(C=CC=C1)NC=1C2=C(N=C(N1)NC1=CC=C(C=C1)N1CCN(CC1)C)NC=C2